C(C1=CC=CC=C1)OC1=CC=C2C(=NC(=NC2=C1OC)O)O 7-benzyloxy-8-methoxyquinazoline-2,4-diol